N-(4-(4-amino-7-cyano-1-methyl-3-(4-((6-methylpyridin-2-yl)oxy)phenyl)-1H-pyrrolo[3,2-c]pyridin-2-yl)-3-fluorophenyl)-2-fluoroacrylamide NC1=NC=C(C2=C1C(=C(N2C)C2=C(C=C(C=C2)NC(C(=C)F)=O)F)C2=CC=C(C=C2)OC2=NC(=CC=C2)C)C#N